2-(benzhydroxy)-N,N-dimethylethylamine C(C1=CC=CC=C1)(C1=CC=CC=C1)OCCN(C)C